tert-butyl 6-(8-(benzo[d]thiazol-2-ylcarbamoyl)-3,4-dihydroisoquinolin-2(1H)-yl)-3-(3-(2-(4-(2-methoxy-2-oxoethyl)phenoxy)ethoxy)-2-methylphenyl)picolinate S1C(=NC2=C1C=CC=C2)NC(=O)C=2C=CC=C1CCN(CC21)C2=CC=C(C(=N2)C(=O)OC(C)(C)C)C2=C(C(=CC=C2)OCCOC2=CC=C(C=C2)CC(=O)OC)C